3-Methyl-4-phenyl-3-butenoic acid CC(CC(=O)O)=CC1=CC=CC=C1